7-(8-fluoro-2-((hexahydro-1H-pyrrolizin-7a-yl)methoxy)-7-(8-methylnaphthalen-1-yl)pyrido[4,3-d]pyrimidin-4-yl)-1,3,7-triazaspiro[4.5]decan-2-one FC1=C(N=CC2=C1N=C(N=C2N2CC1(CNC(N1)=O)CCC2)OCC21CCCN1CCC2)C2=CC=CC1=CC=CC(=C21)C